Cl.C(=O)(O)CN1CCN(CCN(CCN(CC1)CC(=O)O)CC(=O)O)C(C(=O)O)CC 2-[4,7,10-tris(carboxymethyl)-1,4,7,10-tetraazacyclododecan-1-yl]Butyric acid hydrochloride